NC1=CC(=C(C(=C1C(=O)N)F)OC)OC 6-amino-2-fluoro-3,4-dimethoxybenzamide